C(C(C)C)(=O)O[C@@H]1[C@@](O[C@H](C1)N1C2=NC(=NC(=C2N=C1)N)F)(C#C)COC(=O)OCC12CC3CC(CC(C1)C3)C2 ((2R,3S,5R)-2-(((((1-adamantyl)methoxy)carbonyl)oxy)methyl)-5-(6-amino-2-fluoro-9H-purin-9-yl)-2-ethynyltetrahydrofuran-3-yl) isobutyrate